C(CCNC([C@H](O)C(C)(C)CO)=O)(=O)[O-].[Ca+2].C(CCNC([C@H](O)C(C)(C)CO)=O)(=O)[O-] CALCIUM PANTOTHENAT